C1(C=CC=C1)[Ti](C1=C(C(=CC=C1F)N1C=CC=C1)F)(C1=C(C(=CC=C1F)N1C=CC=C1)F)C1C=CC=C1 Bis(2,4-cyclopentadienyl)bis[2,6-difluoro-3-(1H-pyrrole-1-yl)phenyl]titanium (IV)